FC(C(C(O)(O)F)(F)F)CCCCC Tetrafluorooctanediol